CC(C(=O)NC=1C=C2C(=CNC2=CC1)C=1CCN(CC1)CC(C)C)(C)C 5-(2,2-dimethylpropanoyl)amino-3-(1-isobutyl-1,2,3,6-tetrahydropyridin-4-yl)-1H-indole